[O-][N+]1=C2C(=C(C=C1)OC1=CC=C(C=C1)N1C(N(CC1=O)C1=CC(=CC=C1)C(F)(F)F)=O)C=CN2 3-{4-[(7-oxido-1H-pyrrolo[2,3-b]pyridin-4-yl)oxy]phenyl}-1-[3-(trifluoromethyl)phenyl]-2,4-imidazolidinedione